5-(trifluoromethyl)pyridinecarbonitrile FC(C=1C=CC(=NC1)C#N)(F)F